O1CCC(=CC1)C1=CC(=NC2=CC(=C(C=C12)C=1N=NC(=CC1)N(C1CC(NC(C1)(C)C)(C)C)C)O)C 4-(3,6-dihydro-2H-pyran-4-yl)-2-methyl-6-(6-(methyl-(2,2,6,6-tetramethylpiperidin-4-yl)amino)pyridazin-3-yl)quinolin-7-ol